methylene-bis-(2-methyl-6-isopropylaniline) C(NC1=C(C=CC=C1C(C)C)C)NC1=C(C=CC=C1C(C)C)C